O[C@@H](C)C=1SC=C(N1)S(=O)(=O)C=1C=C2C=NN(C(C2=CC1)=O)CC1=NC(=CC=C1)C (S)-6-((2-(1-hydroxyethyl)thiazol-4-yl)sulfonyl)-2-((6-methylpyridin-2-yl)methyl)phthalazin-1(2H)-one